4-(3-bromo-9-ethyl-6,6-dimethyl-11-oxo-6,11-dihydro-5H-benzo[b]carbazol-8-yl)piperidine BrC1=CC=C2C=3C(C4=C(C(C3NC2=C1)(C)C)C=C(C(=C4)CC)C4CCNCC4)=O